9-[6-(3-chloro-4-methyl-phenoxy)-3-pyridyl]-7H-purin-8-one ClC=1C=C(OC2=CC=C(C=N2)N2C3=NC=NC=C3NC2=O)C=CC1C